N1N=C(C=C1)S(=O)(=O)C=1C=C2C=NN(C(C2=CC1)=O)CC1=NC=C(C=C1)OC 6-((1H-pyrazol-3-yl)sulfonyl)-2-((5-methoxypyridin-2-yl)methyl)phthalazin-1(2H)-one